3-(3-(Trifluoromethyl)benzyl)-4,5,6,7-tetrahydrobenzo[d]thiazol-2(3H)-imine hydrogen bromide Br.FC(C=1C=C(CN2C(SC3=C2CCCC3)=N)C=CC1)(F)F